BrC=1C=CC2=C(N(C(=N2)COCC2(CC2)C)C)C1 6-bromo-1-methyl-2-(((1-methylcyclopropyl)methoxy)methyl)-1H-benzo[d]imidazole